NC(C(=O)NC1(CN(CC1)CC1=CC=CC=C1)C(=O)OC)(C)C1=CC=CC=C1 methyl 3-(2-amino-2-phenylpropionylamino)-1-benzylpyrrolidine-3-carboxylate